5-(3,8-diazabicyclo[3.2.1]octan-8-yl)-2-(2,6-dioxopiperidin-3-yl)-6-fluoroisoindoline C12CNCC(CC1)N2C=2C=C1CN(CC1=CC2F)C2C(NC(CC2)=O)=O